P(=O)(OCN1N=CC(=C1)C=1SC=C(N1)C(NC=1C(=NN(C1)C1CC(C1)OCC)C1=NC=CC=C1)=O)(O)O (4-(4-((1-((1s,3s)-3-ethoxycyclobutyl)-3-(pyridin-2-yl)-1H-pyrazol-4-yl)carbamoyl)thiazol-2-yl)-1H-pyrazol-1-yl)methyl dihydrogen phosphate